(S)-2-(4-(1-ethoxyvinyl)-3-fluorophenyl)pyrrolidine-1-carboxylic acid tert-butyl ester C(C)(C)(C)OC(=O)N1[C@@H](CCC1)C1=CC(=C(C=C1)C(=C)OCC)F